1-[(2S)-7-chloro-2-(1,1-difluoroethyl)-2,3-dihydropyrido[2,3-f][1,4]oxazepin-4(5H)-yl]-2,2,2-trifluoroethanone ClC=1C=CC2=C(CN(C[C@H](O2)C(C)(F)F)C(C(F)(F)F)=O)N1